OCC(C)(C)C1=NOC(=C1)NC(=O)N1N(CCC1)C1=CC=C(C=C1)C(F)(F)F N-(3-(1-hydroxy-2-methylpropan-2-yl)isoxazol-5-yl)-2-(4-(trifluoromethyl)phenyl)pyrazolidine-1-carboxamide